C1(CC1)CNC=1N=CC2=C(N1)N(C(C(=C2)C2=C(C(=CC=C2F)NS(N(C)CC)(=O)=O)F)=O)C 2-(cyclopropylmethylamino)-6-[3-[[ethyl-(methyl)sulfamoyl]amino]-2,6-difluorophenyl]-8-methyl-7-oxopyrido[2,3-d]pyrimidine